7-phenyl-2,7-diazaspiro[4.5]decane hydrochloride Cl.C1(=CC=CC=C1)N1CC2(CCNC2)CCC1